2-(6-((5-cyanopyridin-3-yl)methoxy)-8-((3-(2,3-dihydrobenzo[b][1,4]dioxin-6-yl)-2-methylbenzyl)oxy)-3,4-dihydroisoquinolin-2(1H)-yl)acetic acid tert-butyl ester C(C)(C)(C)OC(CN1CC2=C(C=C(C=C2CC1)OCC=1C=NC=C(C1)C#N)OCC1=C(C(=CC=C1)C1=CC2=C(OCCO2)C=C1)C)=O